Methyl 4-({2-[4-(N-phenylpropanamido)piperidin-1-yl]ethyl}carbamoyl)butanoate C1(=CC=CC=C1)N(C(CC)=O)C1CCN(CC1)CCNC(=O)CCCC(=O)OC